ClC=1C=C2C(=NC(N3C2=C(C1C1=C(C=C(C(=C1)Cl)F)F)SC[C@H](C3)OC)=O)N3CCNCC3 (3S)-10-chloro-11-(5-chloro-2,4-difluorophenyl)-3-methoxy-8-(piperazin-1-yl)-3,4-dihydro-2H,6H-[1,4]thiazepino[2,3,4-ij]quinazolin-6-one